N-(2,2-difluoroethyl)-5-(4-((trans-4-morpholinocyclohexyl)amino)-7H-pyrrolo[2,3-d]pyrimidin-5-yl)pyrazolo[1,5-a]pyridine-3-carboxamide FC(CNC(=O)C=1C=NN2C1C=C(C=C2)C2=CNC=1N=CN=C(C12)N[C@@H]1CC[C@H](CC1)N1CCOCC1)F